2,5-difluoro-N-[(1S)-2,2,2-trifluoro-1-ethyl-ethyl]benzamide phosphoric acid salt P(O)(O)(O)=O.FC1=C(C(=O)N[C@H](C(F)(F)F)CC)C=C(C=C1)F